COC1=CC=C(C2=CC=CC=C12)CCC1=C(C=CC=C1)F 1-(4-methoxy-naphthalene-1-yl)-2-(2-fluorophenyl)ethane